ethyl 12-chloro-8-[(2,4-dimethoxyphenyl)methyl]-9-oxo-2,4,8-triazatricyclo[8.4.0.02,6]tetradeca-1(14),3,5,10,12-pentaene-5-carboxylate ClC=1C=C2C(N(CC3=C(N=CN3C2=CC1)C(=O)OCC)CC1=C(C=C(C=C1)OC)OC)=O